dimethyl maleate ammonium salt [NH4+].C(\C=C/C(=O)OC)(=O)OC